n-butylammonium propionate C(CC)(=O)[O-].C(CCC)[NH3+]